1,5-Dimethyl-3-(2-(pyridin-4-yl)phenyl)-pyrazol-4-ol CN1N=C(C(=C1C)O)C1=C(C=CC=C1)C1=CC=NC=C1